ClC=1C(=NC=CC1C1=NC(=C(C=C1)CNC[C@@H]1NC(CC1)=O)OC)C=1C(=C(C=CC1)NC(C1=NC=C(C=C1)CN[C@@H](CO)C(C)C)=O)C N-(3-(3'-chloro-6-methoxy-5-(((((R)-5-oxopyrrolidin-2-yl)methyl)amino)methyl)-[2,4'-bipyridin]-2'-yl)-2-methylphenyl)-5-((((R)-1-hydroxy-3-methylbutan-2-yl)amino)methyl)picolinamide